2-((1H-benzo[d]imidazole-2-yl)(5-fluoro-2-methoxyphenyl)methyl)-6-(1,2,3,6-tetrahydropyridine-4-yl)isoindolin-1-one N1C(=NC2=C1C=CC=C2)C(N2C(C1=CC(=CC=C1C2)C=2CCNCC2)=O)C2=C(C=CC(=C2)F)OC